C(C)C=1C(NC=2C=C(C=NC2C1)CN1CCN(CC1)C=1C=CC(=NC1)C(=O)N[C@@H]1[C@@H](C1)F)=O 5-(4-((7-Ethyl-6-oxo-5,6-dihydro-1,5-naphthyridin-3-yl)methyl)piperazin-1-yl)-N-((1S,2R)-2-fluorocyclopropyl)pyridinamide